(2S,3R,5R,10R,13R,14S,17S)-17-(2-Ethylsulfanylacetyl)-2,3,14-trihydroxy-10,13-dimethyl-2,3,4,5,9,11,12,15,16,17-decahydro-1H-cyclopenta[a]phenanthren-6-on C(C)SCC(=O)[C@H]1CC[C@]2(C3=CC([C@@H]4C[C@H]([C@H](C[C@@]4(C3CC[C@]12C)C)O)O)=O)O